FC(OC1=CC=C(CC2CC3(CN(C3)C(=O)C3CC(C3)(C)O)C2)C=C1)F (6-(4-(Difluoromethoxy)benzyl)-2-azaspiro[3.3]heptan-2-yl)((1s,3s)-3-hydroxy-3-methylcyclobutyl)methanone